O1CCN(CC1)C1=CC=C(C=N1)C1=NC=CC(=N1)CO (2-(6-morpholinopyridin-3-yl)pyrimidin-4-yl)methanol